C(C1=CC=CC=C1)OC1CCC(CC1)(O)C 4-(benzyloxy)-1-methyl-cyclohexan-1-ol